[NH4+].C(C)(=O)N[C@@H](CS)C(=O)[O-] N-acetylcysteine ammonium salt